C(CCCCCCCCCCCCCCC(=O)OC1=NC2=CC(=CC=C2C=C1)OCCCCN1CCN(CC1)C1=CC=CC=2SC=CC21)(=O)OC2=NC1=CC(=CC=C1C=C2)OCCCCN2CCN(CC2)C2=CC=CC=1SC=CC12 bis(7-(4-(4-(benzo[b]thiophen-4-yl)piperazin-1-yl)butoxy)quinolin-2-yl) hexadecanedioate